3-(2-deoxy-2-fluoro-β-D-arabinofuranosyl)-3H-imidazo[4,5-b]pyridin-7-amine F[C@@H]1[C@@H](O[C@@H]([C@H]1O)CO)N1C=NC=2C1=NC=CC2N